3-(6-methylsulfonyl-1H-benzo[d]imidazol-2-yl)-N-(4-pyridazin-3-ylphenyl)aniline CS(=O)(=O)C=1C=CC2=C(NC(=N2)C=2C=C(NC3=CC=C(C=C3)C=3N=NC=CC3)C=CC2)C1